di-tert-butyl 2-(2-(cyclopropanecarboxamido)-5-fluorophenylamino)-6-(4-(trifluoromethyl) phenylamino)-pyrimidin-4-ylimino dicarbonate C(OC(C)(C)C)(ON(C1=NC(=NC(=C1)NC1=CC=C(C=C1)C(F)(F)F)NC1=C(C=CC(=C1)F)NC(=O)C1CC1)OC(OC(C)(C)C)=O)=O